(R)-3-(1-Acetylpiperidin-3-yl)-N-(5-chloro-4-(5,5-dimethyl-5,6-dihydro-4H-pyrrolo[1,2-b]pyrazol-3-yl)pyridin-2-yl)propanamide C(C)(=O)N1C[C@H](CCC1)CCC(=O)NC1=NC=C(C(=C1)C1=C2N(N=C1)CC(C2)(C)C)Cl